Cl.NC(C(=O)OC)C(F)(F)F methyl 2-amino-3,3,3-trifluoropropanoate hydrochloride